FC=1C=CC(=C(CN2C(N(CC(C2)=C)C2=CC(=C(C=C2)OC)OCCCCC)=O)C1)OC 1-(5-fluoro-2-methoxybenzyl)-3-(4-methoxy-3-(pentyloxy)phenyl)-5-methylenetetrahydropyrimidin-2(1H)-one